CN1C(C(=C(C=C1C)[O-])NC(N[C@@H](CC(=O)[O-])C1=CC=C(S1)C1=CSC=C1C)=O)=O.[Na+].[Na+] sodium (S)-3-(3-(1,6-dimethyl-4-oxido-2-oxo-1,2-dihydropyridin-3-yl)ureido)-3-(4'-methyl-2,3'-bithiophen-5-yl)propanoate